[Cl-].[Cd+2].[Cl-] cadmium chlorid